((2S)-4-methyl-1-oxo-1-(2-((2-oxo-pyrrolidin-3-yl)methyl)hydrazinyl)pentan-2-yl)-1H-indole-2-carboxamide CC(C[C@@H](C(NNCC1C(NCC1)=O)=O)N1C(=CC2=CC=CC=C12)C(=O)N)C